NC=1N=NC2=C(N1)C=CC=C2 3-amino-1,2,4-benzotriazine